C(C)(=O)C=1C(=NC(=CC1)N1C=NC2=C1C=C(C=C2)NC=2N=NC(=CC2)C)N2C[C@@H](C[C@@H]2C)C#N (3R,5S)-1-[3-acetyl-6-[6-[(6-methylpyridazin-3-yl)amino]benzimidazol-1-yl]-2-pyridinyl]-5-methyl-pyrrolidine-3-carbonitrile